C(C)C=1C(=CC=C2C(=CNC12)C=1CNCCC1)F 7-Ethyl-6-fluoro-3-(1,2,5,6-tetrahydropyridin-3-yl)-1H-indole